O=C1NC(CCC1N1C(C2=CC=C(C=C2C1)OC1C(CCCC1)NCC1CC(C1)(C#N)C)=O)=O 3-(((2-((2-(2,6-dioxopiperidin-3-yl)-1-oxoisoindolin-5-yl)oxy)cyclohexyl)amino)methyl)-1-methylcyclobutane-1-carbonitrile